6-[5-[(1S)-1-[[6,8-bis(trifluoromethyl)quinazolin-4-yl]amino]ethyl]-1,2,4-triazol-1-yl]-2-methyl-4,5-dihydropyridazin-3-one FC(C=1C=C2C(=NC=NC2=C(C1)C(F)(F)F)N[C@@H](C)C1=NC=NN1C=1CCC(N(N1)C)=O)(F)F